Trans-5-chloro-6-((4-methoxycyclohexyl)methoxy)pyridine-3-sulfonamide ClC=1C=C(C=NC1OC[C@@H]1CC[C@H](CC1)OC)S(=O)(=O)N